3-[[1-(2-tert-butoxy-2-oxo-ethyl)-4-(piperazine-1-carbonyl)piperidin-1-ium-1-yl]methyl]azetidine-1-carboxylic acid tert-butyl ester formate salt C(=O)[O-].C(C)(C)(C)OC(=O)N1CC(C1)C[N+]1(CCC(CC1)C(=O)N1CCNCC1)CC(=O)OC(C)(C)C